N1CCC(CC1)CN1C(CCC1)=O 1-(piperidine-4-ylmethyl)pyrrolidin-2-one